5-[4-[2-[4-[(3R,5R)-5-[(3-Bromo-4-oxo-pyrido[1,2-a]pyrimidin-2-yl)amino]-1-methyl-3-piperidyl]phenoxy]ethyl]piperazin-1-yl]-2-(2,6-dioxo-3-piperidyl)isoindoline-1,3-dione BrC1=C(N=C2N(C1=O)C=CC=C2)N[C@@H]2C[C@@H](CN(C2)C)C2=CC=C(OCCN1CCN(CC1)C=1C=C3C(N(C(C3=CC1)=O)C1C(NC(CC1)=O)=O)=O)C=C2